FC1=CC(=C(N[C@H](C)C=2C=C(C=C3C(N(C(=NC23)C2CCOCC2)C)=O)C)C=C1)N1C[C@H](CCC1)O 8-[(1R)-1-[4-fluoro-2-[(3S)-3-hydroxy-1-piperidyl]anilino]ethyl]-3,6-dimethyl-2-tetrahydropyran-4-yl-quinazolin-4-one